5-((1-(methylsulfonyl)piperidin-4-yl)methoxy)-2-((5-(trifluoromethoxy)-isoindolin-2-yl)methyl)-4H-pyran-4-one CS(=O)(=O)N1CCC(CC1)COC=1C(C=C(OC1)CN1CC2=CC=C(C=C2C1)OC(F)(F)F)=O